CO[C@H]1CN2C(OC1)=C(C=N2)S(=O)(NC(NC2=C1CCCC1=C(C=C2)C2=CC(=NC=C2)OC)=O)=N (6S)-6-methoxy-N-((7-(2-methoxypyridin-4-yl)-2,3-dihydro-1H-inden-4-yl)carbamoyl)-6,7-dihydro-5H-pyrazolo[5,1-b][1,3]oxazine-3-sulfonimidamide